C(C)(C)(C)OC(=O)NCCC(=O)NC=1N=C(N(C1)C)C(=O)NC=1C=C(N(C1)C)C(=O)OC methyl 4-(4-[3-[(tert-butoxycarbonyl)amino] propanamido]-1-methylimidazole-2-amido)-1-methylpyrrole-2-carboxylate